N'-{(4-benzyl-1,4,7-triazacyclodecane-1,7-diyl)bis[methylene(2-hydroxy-5-methyl-3,1-phenylene)]}bis(2,3-dihydroxypropionamide) C(C1=CC=CC=C1)N1CCN(CCCN(CC1)CC=1C(=C(C=C(C1)C)C(C(=O)N)(CO)O)O)CC=1C(=C(C=C(C1)C)C(C(=O)N)(CO)O)O